BrC1=NC=CC(=C1)N1CCC2(N=C3N(C2=O)C(CC3)C3=CC(=CC(=C3)F)F)CC1 1-(2-bromopyridin-4-yl)-5'-(3,5-difluorophenyl)-6',7'-dihydro-3'H,5'H-spiro[piperidine-4,2'-pyrrolo[1,2-a]imidazol]-3'-one